(cis)-N1-((1S,2R)-2-phenylcyclopropyl)cyclobutane-1,3-diamine C1(=CC=CC=C1)[C@@H]1[C@H](C1)N[C@@H]1C[C@@H](C1)N